I[C@@H]1[C@@H](C1)C(=O)N(C)OC (1s,2s)-2-iodo-N-methoxy-N-methylcyclopropane-1-carboxamide